(2S,4R)-4-((tert-butyldimethylsilyl)oxy)-1-(2-(3-(3-hydroxypropyl)isoxazol-5-yl)-3-methylbutanoyl)-N-((S)-1-(4-(4-methylthiazol-5-yl)phenyl)ethyl)pyrrolidine-2-carboxamide [Si](C)(C)(C(C)(C)C)O[C@@H]1C[C@H](N(C1)C(C(C(C)C)C1=CC(=NO1)CCCO)=O)C(=O)N[C@@H](C)C1=CC=C(C=C1)C1=C(N=CS1)C